2-(4-((4-(5-(azetidin-1-yl-methyl)pyridin-2-yl)-1H-1,2,3-triazol-1-yl)methyl)-3-fluorophenyl)5-(difluoromethyl)-1,3,4-oxadiazole N1(CCC1)CC=1C=CC(=NC1)C=1N=NN(C1)CC1=C(C=C(C=C1)C=1OC(=NN1)C(F)F)F